((2-(2,6-dioxopiperidin-3-yl)-1-oxoisoindolin-4-yl)methyl)nonanamide O=C1NC(CCC1N1C(C2=CC=CC(=C2C1)CC(C(=O)N)CCCCCCC)=O)=O